1-cyclopropyl-4-fluoro-N-(6-(1-methyl-1H-pyrazol-4-yl)isoquinolin-3-yl)piperidine-4-carboxamide C1(CC1)N1CCC(CC1)(C(=O)NC=1N=CC2=CC=C(C=C2C1)C=1C=NN(C1)C)F